NC1=NN(C=C1)C1=C(C=C(C(=O)NC)C=C1)F 4-(3-aminopyrazol-1-yl)-3-fluoro-N-methyl-benzamide